CC1=CC=2N(C=C1)C=C(N2)C(=O)O 7-methylimidazo[1,2-a]pyridine-2-carboxylic acid